C(C1=CC=CC=C1)OC(=O)NCCCN(CC(=O)OC(C)(C)C)C(=O)OC(C)(C)C tert-butyl 2-((3-(benzyloxycarbonylamino)propyl)(tert-butoxycarbonyl)amino)acetate